[C@H]12CN(C[C@H](CC1)N2)C=2C1=C(N=C(N2)OCC23CCCN3CC(C2)=C)C(=C(N=C1)C1=CC(=CC2=CC=CC(=C12)C#C)O)F 4-(4-((1R,5S)-3,8-diazabicyclo[3.2.1]octan-3-yl)-8-fluoro-2-((2-methylene-tetrahydro-1H-pyrrolizin-7a(5H)-yl)methoxy)pyrido[4,3-d]pyrimidin-7-yl)-5-ethynyl-naphthalen-2-ol